9-(4-(4-chloro-1-methyl-1H-imidazol-2-yl)benzyl)-2-(2-chlorophenyl)-6,7-dimethyl-7,9-dihydro-8H-purin-8-imine ClC=1N=C(N(C1)C)C1=CC=C(CN2C3=NC(=NC(=C3N(C2=N)C)C)C2=C(C=CC=C2)Cl)C=C1